COC(C=CC1=CC=C(C=C1)C(C1=CC=C(C=C1)OCCO)=O)=O 4-[4-(2-hydroxyethyl-oxy)benzoyl]cinnamic acid methyl ester